2-(2-formyl-3-methoxyphenoxy)acetic acid C(=O)C1=C(OCC(=O)O)C=CC=C1OC